CN1N=NC(=C1C1=C(C2=C(C=N1)N=C(S2)N2C(=CC=C2C)C)C#N)C 6-(1,4-dimethyl-1H-1,2,3-triazol-5-yl)-2-(2,5-dimethyl-1H-pyrrol-1-yl)thiazolo[4,5-c]pyridin-7-nitrile